5-Bromo-3-fluoro-6-[(2H3)methyloxy]pyridine-2-carboxylic acid BrC=1C=C(C(=NC1OC([2H])([2H])[2H])C(=O)O)F